dimethyl-(pentenyl)amine CN(C=CCCC)C